OC(CC(=O)[O-])(CC(=O)[O-])C(=O)[O-].[Ga+3] gallium 2-hydroxypropane-1,2,3-tricarboxylate